C(C1=CC=CC=C1)N1CCN(CCCN(CC1)CC=1C(=C(C(=O)NC(CO)CO)C=C(C1)C)O)CC=1C(=C(C(=O)NC(CO)CO)C=C(C1)C)O 3'-[(4-benzyl-1,4,7-triazacyclodecane-1,7-diyl)bis(methylene)]bis[N-(1,3-dihydroxypropan-2-yl)-2-hydroxy-5-methylbenzamide]